2,2,2-Trifluoroethyl (S)-2-amino-4-(3-methoxyphenyl)butanoate hydrochloride Cl.N[C@H](C(=O)OCC(F)(F)F)CCC1=CC(=CC=C1)OC